9,9-bis(carboxypropyl)-2,7-di(2-naphthyl)fluorene C(=O)(O)CCCC1(C2=CC(=CC=C2C=2C=CC(=CC12)C1=CC2=CC=CC=C2C=C1)C1=CC2=CC=CC=C2C=C1)CCCC(=O)O